Tert-Butyl (1-(8-((2,3-dichlorophenyl)thio)-[1,2,4]triazolo[4,3-c]pyrimidin-5-yl)-4-methylpiperidin-4-yl)carbamate ClC1=C(C=CC=C1Cl)SC=1C=2N(C(=NC1)N1CCC(CC1)(C)NC(OC(C)(C)C)=O)C=NN2